1-(5-(((tert-butyldiphenylsilyl)oxy)methyl)thiophen-2-yl)ethan-1-one [Si](C1=CC=CC=C1)(C1=CC=CC=C1)(C(C)(C)C)OCC1=CC=C(S1)C(C)=O